2-[(2,2-difluoro-ethyl)amino]-5-[5-(1-ethyl-1H-1,3-benzodiazol-6-yl)-1,3,4-oxadiazol-2-yl]benzonitrile FC(CNC1=C(C#N)C=C(C=C1)C=1OC(=NN1)C=1C=CC2=C(N(C=N2)CC)C1)F